11,11-Dimethyl-5-oxo-2-(tetra-hydro-pyran-4-yloxy)-10,11-dihydro-5H-pyrido[2,3-b]carbazole-8-carbonitrile CC1(C2=C(C(C=3C4=CC=C(C=C4NC13)C#N)=O)C=CC(=N2)OC2CCOCC2)C